C(C)(C)(C)OCCN(CCC(C(=O)O)NC(=O)C1=C(C=NC=C1C(F)(F)F)F)CCCCC1=NC=2NCCCC2C=C1 4-[2-tert-butoxyethyl-[4-(5,6,7,8-tetrahydro-1,8-naphthyridin-2-yl)butyl]amino]-2-[[3-fluoro-5-(trifluoromethyl)pyridine-4-carbonyl]amino]butanoic acid